COC=1C=C(C=CC1)C1(SCCCS1)C=CC=1SC=CC1 2-(3-methoxyphenyl)-2-(2-(thiophen-2-yl)vinyl)-1,3-dithiane